lithium 4-phenyl-2-(2-pyridyl)phenolate C1(=CC=CC=C1)C1=CC(=C(C=C1)[O-])C1=NC=CC=C1.[Li+]